C(#N)CNCCN1C(N(CC1)CCN(CCN(CC#N)CC#N)CCN(CC#N)CC#N)=O 2,2',2'',2'''-((((2-(3-(2-((cyanomethyl)amino)ethyl)-2-oxoimidazolidin-1-yl)ethyl)azanediyl)bis(ethane-2,1-diyl))bis(azanetriyl))tetraacetonitrile